5-(phenyl)-4H-1,2,4-triazole C1(=CC=CC=C1)C=1NC=NN1